4-fluoro-5-chloro-benzonitrile FC1=CC=C(C#N)C=C1Cl